NC=1SC(=CN1)CNC(C(=O)C1=C(C(=C2CCCCN12)C(=O)NC1=CC(=C(C=C1)F)C)Cl)=O 3-(2-(((2-aminothiazol-5-yl)methyl)amino)-2-oxoacetyl)-2-chloro-N-(4-fluoro-3-methylphenyl)-5,6,7,8-tetrahydroindolizine-1-carboxamide